Trimethylolpropane tris(3-Mercaptopropionate) CCC(COC(=O)CCS)(COC(=O)CCS)COC(=O)CCS